CC=1C(=C(N)C=CC1)COCC(F)(F)F 3-methyl-2-((2,2,2-trifluoroethoxy)methyl)aniline